(3',5'-di-t-butyl-4-hydroxyphenyl) propionate C(CC)(=O)OC1=CC(=C(C(=C1)C(C)(C)C)O)C(C)(C)C